C(C=C)(=O)N1C[C@@H](CC1)C(=O)NCC(=O)N1CCN(CC1)C1=NC(=NC(=N1)C=1C(=NC(=NC1)N)C(F)F)N1CCOCC1 (R)-1-acryloyl-N-(2-(4-(4-(2-amino-4-(difluoromethyl)pyrimidin-5-yl)-6-morpholino-1,3,5-triazin-2-yl)piperazin-1-yl)-2-oxoethyl)pyrrolidine-3-carboxamide